1-methoxy-2-(2-methoxy-ethoxy)ethane COCCOCCOC